N1N=CN=C1[C@@H]1CN(CC1)C(=O)N1CC2(C1)CCN(CC2)CC2=CC=C(C=C2)S(=O)(=O)C(F)(F)F [(3S)-3-(1H-1,2,4-Triazol-5-yl)pyrrolidin-1-yl]-[7-[[4-(trifluoromethylsulfonyl)phenyl]methyl]-2,7-diazaspiro[3.5]nonan-2-yl]methanone